N-[2-[4-(hydroxymethyl)cyclohexyl]-6-methoxy-3-methyl-benzimidazol-5-yl]-6-(trifluoro-methyl)pyridine-2-carboxamide OCC1CCC(CC1)C=1N(C2=C(N1)C=C(C(=C2)NC(=O)C2=NC(=CC=C2)C(F)(F)F)OC)C